1-aminomethylamine NCN